ethyl 1-((((((1R,2S,5R)-2-carbamoyl-7-oxo-1,6-diazabicyclo[3.2.1]octan-6-yl)oxy)sulfonyl)oxy)methyl)cyclobutanecarboxylate C(N)(=O)[C@H]1N2C(N([C@H](CC1)C2)OS(=O)(=O)OCC2(CCC2)C(=O)OCC)=O